CC=CC1=CC=CC=C1 α-methylstyrol